((9-(4-cyanobicyclo[2.2.2]oct-1-yl)-7-methyl-8-oxo-8,9-dihydro-7H-purin-2-yl)amino)-2-fluoro-5-methylbenzamide C(#N)C12CCC(CC1)(CC2)N2C1=NC(=NC=C1N(C2=O)C)NC=2C(=C(C(=O)N)C=C(C2)C)F